5-(1-(2,2-difluoroethyl)-1H-benzo[d][1,2,3]triazol-6-yl)-6-fluoro-4-methoxy-N-(1-(3-methyloxetan-3-yl)piperidin-4-yl)pyrrolo[2,1-f][1,2,4]triazin-7-d-2-amine FC(CN1N=NC2=C1C=C(C=C2)C=2C(=C(N1N=C(N=C(C12)OC)NC1CCN(CC1)C1(COC1)C)[2H])F)F